1-(cyclopropylmethyl)-6-(4-fluoro-2-methoxy-phenyl)-3H-imidazo[4,5-b]Pyridine C1(CC1)CN1CNC2=NC=C(C=C21)C2=C(C=C(C=C2)F)OC